dimethylamine-4-hydroxytryptamine salt OC=1C=CC=C2NC=C(CCN)C12.CNC